(4S)-3-(3-(1,1-dimethoxypropane-2-yl)ureido)-2-(4-fluoro-3,5-dimethylphenyl)-4-methyl-2,4,6,7-tetrahydro-5H-pyrazolo[4,3-c]pyridine-5-carboxylic acid tert-butyl ester C(C)(C)(C)OC(=O)N1[C@H](C=2C(CC1)=NN(C2NC(=O)NC(C(OC)OC)C)C2=CC(=C(C(=C2)C)F)C)C